5-formylpyridinamide C(=O)C=1C=CC(=NC1)C(=O)N